3-azidomethylbutanyl oxide N(=[N+]=[N-])CC(CCOCCC(C)CN=[N+]=[N-])C